7-bromobenzo[b]thiophene-2-carbaldehyde BrC1=CC=CC2=C1SC(=C2)C=O